bis(2-amino ethyl) propyl phosphate P(=O)(OCCN)(OCCN)OCCC